N-(1-methyl-piperidin-4-yl)-benzamide CN1CCC(CC1)NC(C1=CC=CC=C1)=O